(E)-5-[2-(benzyloxy)-4-[[2-[(tert-butyldiphenylsilyl)oxy]ethyl](methyl)amino]styryl]thiophene-2-carbaldehyde C(C1=CC=CC=C1)OC1=C(/C=C/C2=CC=C(S2)C=O)C=CC(=C1)N(C)CCO[Si](C1=CC=CC=C1)(C1=CC=CC=C1)C(C)(C)C